3-[4-fluoro-2'-hydroxy-5,6'-bis(trifluoromethyl)-[1,1'-biphenyl]-3-yl]propanoate FC1=C(C=C(C=C1C(F)(F)F)C1=C(C=CC=C1C(F)(F)F)O)CCC(=O)[O-]